6-(1-methylbenzimidazol-4-yl)pyrazine-2-carboxylate CN1C=NC2=C1C=CC=C2C2=CN=CC(=N2)C(=O)[O-]